tert-butyl (1-(4-methoxyphenyl)-3-methylbutan-2-yl)carbamate COC1=CC=C(C=C1)CC(C(C)C)NC(OC(C)(C)C)=O